C(C1=CC=CC=C1)C=1C=NC(=NC1)C1CN(CC1)C1=CN=C2N1N=CC(=C2)C=2C=NN(C2)C 3-[3-(5-benzylpyrimidin-2-yl)pyrrolidin-1-yl]-7-(1-methyl-1H-pyrazol-4-yl)imidazo[1,2-b]pyridazine